(4-((2-(4-ethoxyphenyl)-1H-pyrrolo[2,3-b]pyridin-4-yl)amino)phenyl)(phenyl)methanone C(C)OC1=CC=C(C=C1)C1=CC=2C(=NC=CC2NC2=CC=C(C=C2)C(=O)C2=CC=CC=C2)N1